NC1=NC=C(C2=C1C(=NN2[C@@H]2CNCC2)C#CC=2C=CC=1C(=NSC1)C2)C(C)=O (S)-1-(4-amino-3-(benzo[c]isothiazol-6-ylethynyl)-1-(pyrrolidin-3-yl)-1H-pyrazolo[4,3-c]pyridin-7-yl)ethanone